sodium glyceryl monolaurate monosulfate S(=O)(=O)([O-])[O-].C(CCCCCCCCCCC)(=O)OCC(O)CO.[Na+].[Na+]